S-(4-(3-((3-aminopropyl)amino)-3-oxopropyl)benzyl) ethanethioate C(C)(SCC1=CC=C(C=C1)CCC(=O)NCCCN)=O